C1(CC1)NC(C(O)O)C 2-cyclopropylamino-1,1-propanediol